Cyclopropylamide hydrochloride Cl.C1(CC1)[NH-]